ClC1=CC=C(C=C1)C=1C=C(C(N(N1)C=1C=NSC1)=O)C(=O)NC(CO)C 6-(4-chlorophenyl)-N-(1-hydroxyprop-2-yl)-3-oxo-2-(1,2-thiazol-4-yl)-2,3-dihydropyridazine-4-carboxamide